2-(4-tert-butylanilino)-N-(4,4-difluorocyclohexyl)-2-[4-(trifluoromethyl)-3-pyridyl]acetamide C(C)(C)(C)C1=CC=C(NC(C(=O)NC2CCC(CC2)(F)F)C=2C=NC=CC2C(F)(F)F)C=C1